FC=1C=C(C=C2C=C(C=NC12)C(C)(C)NC(C)=O)B1OC(C(O1)(C)C)(C)C N-(2-(8-fluoro-6-(4,4,5,5-tetramethyl-1,3,2-dioxaborolan-2-yl)quinolin-3-yl)propan-2-yl)acetamide